4-[3-(2,4-dimethylbenzenesulfonyl)-5-oxo-4H,5H-[1,2,3]triazolo[1,5-a]quinazolin-8-yl]piperazine-1-sulfonamide CC1=C(C=CC(=C1)C)S(=O)(=O)C=1N=NN2C1NC(C1=CC=C(C=C21)N2CCN(CC2)S(=O)(=O)N)=O